ClC=1C=C(C#N)C=C(C1)[C@@H]1C([C@H]1C(OCC)OCC)(Cl)Cl 3-Chloro-5-(trans-2,2-dichloro-3-(diethoxymethyl)cyclopropyl)benzonitrile